ClC1=NN2C(C3=CC(=CC=C13)Cl)=NN=N2 6,9-Dichloro-tetrazolo[5,1-a]phthalazine